(R)-1-methyl-3-(6-(3-methylmorpholino)-2-(1H-pyrrolo[2,3-b]pyridin-4-yl)pyrimidin-4-yl)cyclobutan-1-ol hydroxybutyl-e-hydroxy-hexanoate OCCCCC(C(=O)OC1(CC(C1)C1=NC(=NC(=C1)N1[C@@H](COCC1)C)C1=C2C(=NC=C1)NC=C2)C)(CCCC)O